4-[6-(4-Morpholinophenyl)-1,3-benzothiazol-2-yl]-4-azatricyclo[5.2.1.02,6]dec-8-ene-3,5-dione O1CCN(CC1)C1=CC=C(C=C1)C1=CC2=C(N=C(S2)N2C(C3C4C=CC(C3C2=O)C4)=O)C=C1